N-(4'-(2-(4-(ethylsulfonyl)phenyl)acetamido)-[1,1'-biphenyl]-2-yl)acrylamide C(C)S(=O)(=O)C1=CC=C(C=C1)CC(=O)NC1=CC=C(C=C1)C1=C(C=CC=C1)NC(C=C)=O